C(C1=CC=C(C=C1)OC)(=O)[O-].[K+].[K+].[K+].[K+].[K+].[K+].[K+].[K+].[K+].[K+].[K+].[K+].[K+].[K+].[K+].[K+].[K+].[K+].[K+].[K+].[K+].[K+].C(C1=CC=C(C=C1)OC)(=O)[O-].C(C1=CC=C(C=C1)OC)(=O)[O-].C(C1=CC=C(C=C1)OC)(=O)[O-].C(C1=CC=C(C=C1)OC)(=O)[O-].C(C1=CC=C(C=C1)OC)(=O)[O-].C(C1=CC=C(C=C1)OC)(=O)[O-].C(C1=CC=C(C=C1)OC)(=O)[O-].C(C1=CC=C(C=C1)OC)(=O)[O-].C(C1=CC=C(C=C1)OC)(=O)[O-].C(C1=CC=C(C=C1)OC)(=O)[O-].C(C1=CC=C(C=C1)OC)(=O)[O-].C(C1=CC=C(C=C1)OC)(=O)[O-].C(C1=CC=C(C=C1)OC)(=O)[O-].C(C1=CC=C(C=C1)OC)(=O)[O-].C(C1=CC=C(C=C1)OC)(=O)[O-].C(C1=CC=C(C=C1)OC)(=O)[O-].C(C1=CC=C(C=C1)OC)(=O)[O-].C(C1=CC=C(C=C1)OC)(=O)[O-].C(C1=CC=C(C=C1)OC)(=O)[O-].C(C1=CC=C(C=C1)OC)(=O)[O-].C(C1=CC=C(C=C1)OC)(=O)[O-] docosa-potassium anisate